C(C)C(CN(CC(CCCC)CC)C(C1CCCCC1)P(OCC(CCCC)CC)(OCC(CCCC)CC)=O)CCCC di(2-ethylhexyl) 1-(N,N'-di(2-ethylhexyl) amino)-1-cyclohexylmethylphosphonate